C1(=C(C(=CC=C1)C(=O)O)C(=O)O)C(=O)O 1,2,3-benzenetricarboxylic acid